ClC1=CC2=C(OCO2)C=C1C=1C=C2C(=NC1)NC=C2C(=O)C=2C(=C(C=CC2)NS(=O)(=O)CCCC)F N-(3-(5-(5-chloro-benzo[d][1,3]dioxol-6-yl)-1H-pyrrolo[2,3-b]pyridine-3-carbonyl)-2-fluorophenyl)butane-1-sulfonamide